octyloxy-benzotriazole C(CCCCCCC)OC1=CC=CC=2NN=NC21